S(O)(O)(=O)=O.C(C)OC(=O)N1CCN(CC1)C([C@@H](NS(=O)(=O)C1=C(C=C(C=C1C(C)C)C(C)C)C(C)C)CC1=CC(=CC=C1)\C(=N/O)\N)=O 4-{3-[(E)-amino(hydroxyimino)methyl]-N-[(2,4,6-triisopropylphenyl)sulfonyl]-L-phenylalanyl}-piperazine-1-carboxylic acid ethyl ester bisulfate